N-[(dimethylamino)-1H-1,2,3-triazolo[4,5-b]pyridine-1-ylmethylene]-N-methylmethanaminium hexafluorophosphate F[P-](F)(F)(F)(F)F.CN(C)C(=[N+](C)C)N1N=NC2=NC=CC=C21